ClC=1C=CC(=C(C1)C1=NC=NC(=C1)OC)N1N=NC(=C1)[Si](C)(C)C 4-(5-chloro-2-(4-(trimethylsilyl)-1H-1,2,3-triazol-1-yl)phenyl)-6-methoxypyrimidine